C(CCCCCCCCCCCCCCCCCCCCCCCCCCC)(=O)[O-].[Sr+2].C(CCCCCCCCCCCCCCCCCCCCCCCCCCC)(=O)[O-] strontium montanate